CN1N=C(N=C1NC=1C=NC(=CC1)C=1C=NN(C1)COCC[Si](C)(C)C)C1=CC=C(C(=O)NCC(F)(F)F)C=C1 4-(1-methyl-5-((6-(1-((2-(trimethylsilyl)ethoxy)methyl)-1H-pyrazol-4-yl)pyridin-3-yl)amino)-1H-1,2,4-triazol-3-yl)-N-(2,2,2-trifluoroethyl)benzamide